(2S)-3-(2-bromo-5-iodophenyl)-2-(9H-fluoren-9-yl-methoxycarbonyl-amino)propanoic acid BrC1=C(C=C(C=C1)I)C[C@@H](C(=O)O)N(C(=O)OC)C1C2=CC=CC=C2C=2C=CC=CC12